BrC=1C2=C(C=[N+](C1)[O-])C=NN2 7-bromo-5-oxido-1H-pyrazolo[4,3-c]pyridin-5-ium